(R)- or (S)-methyl 5-[[1-[3-[(2,2-difluoro-1,3-benzodioxol-5-yl)-methyl-carbamoyl]phenyl]-3-(trifluoromethyl)-4,5,6,7-tetrahydroindazol-7-yl]oxy]pyridine-2-carboxylate FC1(OC2=C(O1)C=CC(=C2)N(C(=O)C=2C=C(C=CC2)N2N=C(C=1CCC[C@H](C21)OC=2C=CC(=NC2)C(=O)OC)C(F)(F)F)C)F |o1:26|